FC(C1=CC=C(COC=2C=C3C(=CNC3=CC2)NC(=O)C=2N=CSC2)C=C1)(F)F N-(5-((4-(trifluoromethyl)benzyl)oxy)-1H-indol-3-yl)thiazole-4-carboxamide